5-phenoxy-N1,N1,N3-triphenylbenzene-1,3-diamine O(C1=CC=CC=C1)C=1C=C(C=C(C1)N(C1=CC=CC=C1)C1=CC=CC=C1)NC1=CC=CC=C1